3-(3-bromo-5-methoxyphenyl)propionic acid methyl ester COC(CCC1=CC(=CC(=C1)OC)Br)=O